4,5-dihydrooxazol O1C=NCC1